Cl.N1=C(C=CC=C1)CCC1=NN=NN1C=1C=C(C=CC1)N1C(C(NC=2C3=C(C=CC12)C=CC=C3)=O)=O 4-[3-[5-[2-(pyridin-2-yl)ethyl]-1H-tetrazol-1-yl]phenyl]-benzo[f]quinoxaline-2,3(1H,4H)-dione hydrochloride